3-(4-cyano-2-methoxy-phenoxy)-6-iodo-5-methyl-N-(1-oxopyridin-1-ium-3-yl)pyridazine-4-carboxamide C(#N)C1=CC(=C(OC=2N=NC(=C(C2C(=O)NC=2C[N+](C=CC2)=O)C)I)C=C1)OC